ClC1=CC=C(CN2N=C(C=CC2=O)C2=CC=C(C=C2)S(=O)(=O)N(C)C)C=C1 4-(1-(4-chlorobenzyl)-6-oxo-1,6-dihydropyridazin-3-yl)-N,N-dimethyl-benzenesulfonamide